NC1=CC=C(C=C1)C=1C2=CC=C(N2)C(=C2C=CC(C(=C3C=CC(=C(C=4C=CC1N4)C4=CC=C(C=C4)N)N3)C3=CC=C(C=C3)N)=N2)C2=CC=C(C=C2)N.[Ir] iridium 5,10,15,20-tetrakis(4-aminophenyl)porphyrin